3-hydroxy-4-(4-(piperidin-3-ylamino)pyrido[3,4-d]pyridazin-1-yl)benzonitrile OC=1C=C(C#N)C=CC1C1=C2C(=C(N=N1)NC1CNCCC1)C=NC=C2